6-(4-(4-((2,6-Dioxopiperidin-3-yl)amino)-2-fluorophenyl)piperazin-1-yl)hexanal O=C1NC(CCC1NC1=CC(=C(C=C1)N1CCN(CC1)CCCCCC=O)F)=O